C(C)(C)(C)OC(=O)N[C@H](C(=O)O)CC1=CC(=CC=C1)C=C (S)-2-((tert-Butoxycarbonyl)amino)-3-(3-vinylphenyl)propanoic acid